C(C1=CC=CC=C1)N1C(=NC=C1C1=CC=CC=C1)C(=O)C1=CC=CC=C1 (1-benzyl-5-phenyl-1H-imidazol-2-yl)(phenyl)methanone